10-benzoyl-9-fluoro-7-nitro-1,2,3,4-tetrahydropyrimidino[1,2-a]indole C(C1=CC=CC=C1)(=O)C1=C2N(C=3C=C(C=C(C13)F)[N+](=O)[O-])CCCN2